NCCOC1=NC=CC(=C1)C1=C(C=C(C#N)C=C1)OC1=CC(=NC(=C1)N1CCOCC1)C 4-[2-(2-aminoethoxy)pyridin-4-yl]-3-(2-methyl-6-morpholin-4-ylpyridin-4-yl)oxybenzonitrile